CC=1N(C(=CC1)C)C1=NN2C(C=C(C=C2)C2=NC(=CN=C2)C=2C=NN(C2)C(C(C)(C)C)C2=CC=C(C=C2)F)=N1 2-(2,5-dimethyl-1H-pyrrol-1-yl)-7-(6-(1-(1-(4-fluorophenyl)-2,2-dimethylpropyl)-1H-pyrazol-4-yl)pyrazin-2-yl)-[1,2,4]triazolo[1,5-a]-pyridine